4-(4-chloro-9H-pyrimido[4,5-b]indol-7-yl)-3,6-dihydropyridine-1(2H)-carboxylic acid tert-butyl ester C(C)(C)(C)OC(=O)N1CCC(=CC1)C1=CC=C2C3=C(NC2=C1)N=CN=C3Cl